N1=NC(=CC2=C1C1=C(CCC2)C=CC=C1)N1N=C(N=C1N)NC=1C=CC2=C(CCC(CC2)NCC2CC2)C1 1-(6,7-dihydro-5H-benzo[6,7]cyclohepta[1,2-c]pyridazin-3-yl)-N3-(7-(cyclopropylmethyl)amino-6,7,8,9-tetrahydro-5H-benzo[7]annulene-2-yl)-1H-1,2,4-triazole-3,5-diamine